benzo[e]indol-3-ium C1=C[NH2+]C=2C=CC3=C(C12)C=CC=C3